CN(S(=O)(=O)NC1=CC(=C(C(=O)NC2=NC(=CC=C2)N2C[C@H](OCC2)C)C=C1)N1CCC2(CC2)CC1)C (R)-4-((N,N-Dimethylsulfamoyl)amino)-N-(6-(2-methylmorpholino)pyridin-2-yl)-2-(6-azaspiro[2.5]octan-6-yl)benzamide